NC=1C=C(C=C(C1)C(F)(F)F)[C@@H](C)NC1=CC(=NC2=CC=C(C=C12)N(C=1C=C(C=CC1OC)CC(=O)N(C)C)C)C (R)-2-(3-((4-((1-(3-amino-5-(trifluoromethyl)phenyl)ethyl)amino)-2-methylquinolin-6-yl)(methyl)amino)-4-methoxyphenyl)-N,N-dimethylacetamide